C12C(C3CC(CC(C1)C3)C2)NC(CN2S(N(CC2)C2=C(C=CC=C2)Cl)(=O)=O)=O N-(adamantan-2-yl)-2-(5-(2-chlorophenyl)-1,1-dioxido-1,2,5-thiadiazolidin-2-yl)acetamide